[Si](C)(C)(C(C)(C)C)OCC1=NC=CC(=N1)C(=O)O 2-{[(tert-butyldimethylsilyl)oxy]methyl}pyrimidine-4-carboxylic acid